8-[(2-HYDROXYNAPHTHALEN-1-YL)DIAZENYL]NAPHTHALENE-1,3-DISULFONIC ACID OC1=C(C2=CC=CC=C2C=C1)N=NC=1C=CC=C2C=C(C=C(C12)S(=O)(=O)O)S(=O)(=O)O